1-({3,4-difluoro-2-[(2-fluoro-4-iodophenyl)amino]phenyl}carbonyl)-3-{[(3-hydroxypropyl)amino]methyl}azetidin-3-ol FC=1C(=C(C=CC1F)C(=O)N1CC(C1)(O)CNCCCO)NC1=C(C=C(C=C1)I)F